C(C)OC=O.C1=C(C=CC=2C(C3=CC=CC=C3C(C12)=O)=O)N1C=NC=C1 1-(anthraquinone-2-yl)imidazole ethyl-formate